ClC1=CC(=CC(=N1)N1CC2=CC=C(C=C2C1=O)C1(CC(C1)C#N)CC1=NN=CN1C)CNCCC(F)(F)F 3-(2-(6-Chloro-4-(((3,3,3-trifluoropropyl)amino)methyl)pyridin-2-yl)-3-oxoisoindolin-5-yl)-3-((4-methyl-4H-1,2,4-triazol-3-yl)methyl)cyclobutane-1-carbonitrile